ClC=1C=C(C=CC1)C(CO)NC(=O)C=1N=CN(C1)C1=NC(=NC=C1C)NC1CCOCC1 N-(1-(3-chlorophenyl)-2-hydroxyethyl)-1-(5-methyl-2-((tetrahydro-2H-pyran-4-yl)amino)pyrimidin-4-yl)-1H-imidazole-4-carboxamide